CC=1N=NC2=CC=C(C=C2C1C)C1=CN=C(S1)NC(=O)C1C(OC(C1)(C)C)(C)C N-(5-(3,4-dimethylcinnolin-6-yl)thiazol-2-yl)-2,2,5,5-tetramethyl-tetrahydrofuran-3-carboxamide